[Cd].[Zn].[Te] tellurium Zinc cadmium